NC=1N=C(C2=C(N1)C(N(C2=O)C)CC2=C(C=CC=C2)F)C=2OC(=CC2)C 2-amino-7-((2-fluorophenyl)methyl)-4-(5-methylfuran-2-yl)-6-methyl-5H,6H,7H-pyrrolo[3,4-d]pyrimidine-5-one